(3R,4R)-1-((difluoromethyl)sulfonyl)-4-((7-(3,5-difluoropyridin-2-yl)-5-fluoropyrrolo[2,1-f][1,2,4]triazin-2-yl)amino)piperidin-3-ol FC(S(=O)(=O)N1C[C@H]([C@@H](CC1)NC1=NN2C(C=N1)=C(C=C2C2=NC=C(C=C2F)F)F)O)F